C(C1=CC=CC=C1)OC1=C(C=C(C=C1C(=O)OCC)OCC1=CC=CC=C1)CS(=O)(=O)CC1=C(C(=CC(=C1)OCC1=CC=CC=C1)C(=O)OCC)OCC1=CC=CC=C1 bis(2,5-dibenzyloxy-3-ethoxycarbonylphenylmethyl) sulfone